C(C)N1CCN(CC1)C(=O)C=1C=NC(=CC1)NC1=NC=C(C(=N1)C1=CC2=C(N(C(=N2)C)C(C)C)S1)F (4-Ethylpiperazin-1-yl)-[6-[[5-fluoro-4-(2-methyl-3-propan-2-ylthieno[2,3-d]imidazol-5-yl)pyrimidin-2-yl]amino]pyridin-3-yl]methanone